O=C1NC=CC=N1 oxo-1,2-dihydropyrimidine